(2H)-Naphthalenone C1(CC=CC2=CC=CC=C12)=O